3-phenylpyrrolidin-2-thione C1(=CC=CC=C1)C1C(NCC1)=S